(S)-2-(aminomethyl)-3-methylbutanoic acid NC[C@@H](C(=O)O)C(C)C